C(C1=CC=CC=C1)N1CCC2(C=3C=CC(=NC3CNC2)C2=C(C=CC=C2)OCC)CC1 1-benzyl-2'-(2-ethoxyphenyl)-7',8'-dihydro-6'H-spiro[piperidine-4,5'-[1,7]naphthyridine]